(S)-3-((7-cyano-5-fluoro-2,3-dimethyl-1H-indol-4-yl)amino)pyrrolidine-1-carboxylic acid benzyl ester C(C1=CC=CC=C1)OC(=O)N1C[C@H](CC1)NC1=C2C(=C(NC2=C(C=C1F)C#N)C)C